CC1C2=CC=CC=C2C=2C=CC(=CC12)NC1=CC=C(C=C1)C1=CC(=CC=C1)C1=NC2=C3C(=C4C(=C2N=C1)C=CC=C4)C=CC=C3 N-(9-methyl-9H-fluoren-2-yl)-N-{4-[3-(dibenzo[f,h]quinoxalin-2-yl)phenyl]phenyl}amine